((3-(2-Phenylacetamido)-5-(trifluoromethyl)phenyl)carbamoyl)(3-((1-(2,2,2-trifluoroethyl)piperidin-2-yl)methyl)-1,2,3-oxadiazol-3-ium-5-yl)amide C1(=CC=CC=C1)CC(=O)NC=1C=C(C=C(C1)C(F)(F)F)NC(=O)[N-]C1=C[N+](=NO1)CC1N(CCCC1)CC(F)(F)F